C(C)(=O)O.C(C)(=O)O.C(C)(=O)O.C(C)(=O)O.C(C)(=O)O.O[C@H]1[C@H](N)[C@@H](O)[C@@H](O)[C@H](O1)CO Beta-D-galactosamine pentaacetate